(S)-3-(3-phenylpropyl)-5-(5-((tetrahydro-2H-pyran-4-yl)sulfonyl)-5-azaspiro[2.4]heptan-6-yl)-1,2,4-oxadiazole C1(=CC=CC=C1)CCCC1=NOC(=N1)[C@H]1N(CC2(CC2)C1)S(=O)(=O)C1CCOCC1